2,2-difluoro-2-(4-fluoro-3-methylphenyl)acetic acid FC(C(=O)O)(C1=CC(=C(C=C1)F)C)F